3-(5-((4-(6-((6-acetyl-8-cyclopentyl-5-methyl-7-oxo-7,8-dihydropyrido[2,3-d]pyrimidin-2-yl)amino)pyridin-3-yl)piperazin-1-yl)methyl)-4-bromo-1-oxoisoindolin-2-yl)piperidine-2,6-dione C(C)(=O)C1=C(C2=C(N=C(N=C2)NC2=CC=C(C=N2)N2CCN(CC2)CC=2C(=C3CN(C(C3=CC2)=O)C2C(NC(CC2)=O)=O)Br)N(C1=O)C1CCCC1)C